((2S,3R,4R)-4-(3,4-dimethoxybenzyl)-2-(3,4-dimethoxyphenyl)tetrahydrofuran-3-yl)methyl-3-methylbut-2-enoate COC=1C=C(C[C@@H]2[C@@H]([C@H](OC2)C2=CC(=C(C=C2)OC)OC)COC(C=C(C)C)=O)C=CC1OC